C(CCCCCCCCCOCCCCC)(=O)O 11-oxahexadecanoic acid